N[C@@H](C(=O)NCCNC(C1=C(C=C(C=C1)NC=1C=2N(C=CN1)C(=CN2)C=2C(=NNC2)C(F)(F)F)CC)=O)C (R)-N-(2-(2-aminopropanamido)ethyl)-2-ethyl-4-((3-(3-(trifluoromethyl)-1H-pyrazol-4-yl)imidazo[1,2-a]pyrazin-8-yl)amino)benzamide